β-alanine Sodium [Na].NCCC(=O)O